3-(3,5-dichlorophenyl)-5-((R)-15-(3,4-diphenylethoxyphenoxy)-14-hydroxy-6,9-dioxa-3,12-diazapentadecyl)-5-methyl-oxazolidine-2,4-dione ClC=1C=C(C=C(C1)Cl)N1C(OC(C1=O)(C)CCNCCOCCOCCNC[C@H](COC1=C(C(=C(C=C1)C1=CC=CC=C1)C1=CC=CC=C1)OCC)O)=O